ClC=1C=C(OC=2SC=3N=C4N(C(C3N2)=O)CCC4)C=CC1Cl 2-(3,4-dichlorophenoxy)-6,7-dihydropyrrolo[1,2-a]thiazolo[5,4-d]pyrimidin-9(5H)-one